COCCN(C=1N=C(C2=C(N1)C(=NC(=N2)N(CCOC)CCOC)N2CCC(CC2)OC)NCC2COCC2)CCOC N2,N2,N6,N6-tetrakis(2-methoxyethyl)-8-(4-methoxypiperidin-1-yl)-N4-((tetrahydrofuran-3-yl)methyl)pyrimido[5,4-d]pyrimidine-2,4,6-triamine